1-methyl-7-(methylsulfonyl)-3-phenyl-3,4-dihydropyrimido[4,5-d]pyrimidin-2(1H)-one CN1C(N(CC=2C1=NC(=NC2)S(=O)(=O)C)C2=CC=CC=C2)=O